4-(pentafluoroethyl)-2,6-di-o-tolylpyridine FC(C(F)(F)F)(C1=CC(=NC(=C1)C1=C(C=CC=C1)C)C1=C(C=CC=C1)C)F